[chloro(dimethylamino)methylene]-dimethyl-ammonium hexafluorophosphate F[P-](F)(F)(F)(F)F.ClC(N(C)C)=[N+](C)C